tert-butyl (1-(2-chloro-5-formylpyridin-4-yl)piperidin-4-yl)carbamate ClC1=NC=C(C(=C1)N1CCC(CC1)NC(OC(C)(C)C)=O)C=O